tert-butyl 2-((s)-2,2-dimethylcyclopropane-1-carbonyl)-8-(((6-(4-(trifluoromethyl)phenyl)pyridin-2-yl)methoxy)methyl)-2,6-diazaspiro[3.4]octane-6-carboxylate CC1([C@H](C1)C(=O)N1CC2(C1)CN(CC2COCC2=NC(=CC=C2)C2=CC=C(C=C2)C(F)(F)F)C(=O)OC(C)(C)C)C